COC1=C(C(=CC(=C1)C(C)OC)OC)S(=O)(=O)Cl 2,6-dimethoxy-4-(1-methoxyethyl)benzene-1-sulfonyl chloride